(4-(2,4-dichlorophenoxy)-2-methyl-5-(1-methyl-7-oxo-6,7-dihydro-1H-pyrrolo[2,3-c]pyridin-3-yl)phenyl)pyrrolidine-2,5-dione ClC1=C(OC2=CC(=C(C=C2C2=CN(C=3C(NC=CC32)=O)C)N3C(CCC3=O)=O)C)C=CC(=C1)Cl